hexyltris(3-fluorophenyl)borate C(CCCCC)[B-](C1=CC(=CC=C1)F)(C1=CC(=CC=C1)F)C1=CC(=CC=C1)F